N-[(4-bromo-3-nitrophenyl)methyl]-6-cyclopropyl-N-(4-fluoro-2-methanesulfonylphenyl)pyridine-3-carboxamide BrC1=C(C=C(C=C1)CN(C(=O)C=1C=NC(=CC1)C1CC1)C1=C(C=C(C=C1)F)S(=O)(=O)C)[N+](=O)[O-]